1-(4-(2-(4-chlorophenyl)propan-2-yl)thiazol-2-yl)-3-((2-(piperazin-1-yl)pyrimidin-5-yl)methyl)urea ClC1=CC=C(C=C1)C(C)(C)C=1N=C(SC1)NC(=O)NCC=1C=NC(=NC1)N1CCNCC1